(3-methylbutan-2-ylidene)hydrazine CC(C(C)=NN)C